S1N=C(C2=C1C=CC=C2)N2CCN(CC2)CCN2C(C1=CN=C(C=C1CC2)C)=O 2-{2-[4-(1,2-Benzisothiazol-3-yl)piperazin-1-yl]ethyl}-6-methyl-3,4-dihydro-2,7-naphthyridin-1(2H)-one